(R)-2-methyl-4-(1H-pyrazolo[3,4-d]pyrimidin-4-yl)piperazine-1-carboxylic acid tert-butyl ester C(C)(C)(C)OC(=O)N1[C@@H](CN(CC1)C1=C2C(=NC=N1)NN=C2)C